sodium hydrochloride salt Cl.[Na]